2'-(4-Ethoxyphenyl)-5-(4-methyl-1-piperazinyl)-2,5'-bi-1H-benzimidazole trihydrochloride Cl.Cl.Cl.C(C)OC1=CC=C(C=C1)C1=NC2=C(N1)C=CC(=C2)C2=NC1=C(N2)C=CC(=C1)N1CCN(CC1)C